(S)-1-chloro-3-(2,6-dichloro-4-(2-(4-((S)-2-hydroxy-3-isopropoxypropoxy)phenyl)propan-2-yl)phenoxy)propan-2-ol ClC[C@H](COC1=C(C=C(C=C1Cl)C(C)(C)C1=CC=C(C=C1)OC[C@H](COC(C)C)O)Cl)O